C(CCCCCC(C)(C)C)(=O)OOC(C)(C)C tert-butyl peroxyneodecanoate